OB1OCC2=C1C=CC(=C2)NC2=NC=C(C(=N2)NC(CC)CC)C#N 2-((1-hydroxy-1,3-dihydrobenzo[c][1,2]oxaborol-5-yl)amino)-4-(pent-3-ylamino)pyrimidine-5-carbonitrile